(R)-N-(1-(3-Amino-5-(trifluoromethyl)phenyl)ethyl)-6-(3,4-dimethoxyphenyl)-7-methoxy-2-methyl-pyrido[2,3-d]pyrimidin-4-amine NC=1C=C(C=C(C1)C(F)(F)F)[C@@H](C)NC=1C2=C(N=C(N1)C)N=C(C(=C2)C2=CC(=C(C=C2)OC)OC)OC